O(C1=CC=CC=C1)CC(=O)OCC=C allyl 2-phenoxy-acetate